1-(3,5-dicyclopropylpyridin-2-yl)piperazine tert-butyl-4-(2',6'-bis(benzyloxy)-[2,3'-bipyridin]-6-yl)piperazine-1-carboxylate C(C)(C)(C)OC(=O)N1CCN(CC1)C1=CC=CC(=N1)C=1C(=NC(=CC1)OCC1=CC=CC=C1)OCC1=CC=CC=C1.C1(CC1)C=1C(=NC=C(C1)C1CC1)N1CCNCC1